NC/C(/COC1=CC=C(C=C1)S(=O)(=O)CC1(CCN(CC1)C(=O)C1(CC1)C)C)=C\F (E)-(4-(((4-((2-(aminomethyl)-3-fluoroallyl)oxy)phenyl)sulfonyl)methyl)-4-methylpiperidin-1-yl)(1-methylcyclopropyl)methanone